ClC=1C=CC(=C(C1)[C@@H](N1C(C2=CC=CC=C2C1)=O)C=1NC2=CC=CC=C2C1)OC (R)-2-((5-chloro-2-methoxyphenyl)(1H-indol-2-yl)methyl)isoindolin-1-one